5-fluoro-1,3-dimethyl-3-((1-methylcyclohexyl)methyl)indolin-2-one FC=1C=C2C(C(N(C2=CC1)C)=O)(CC1(CCCCC1)C)C